6-bromo-2-(1,1-difluoroethyl)-1-methyl-1H-benzo[d]imidazole BrC=1C=CC2=C(N(C(=N2)C(C)(F)F)C)C1